C(CCCCC)C(=O)O.C(=O)OC=CCCCC n-hexenyl formate (n-hexyl formate)